4,4,8a-trimethyldecahydronaphthalen-4a-ol CC1(CCCC2(CCCCC12O)C)C